C=CC(=CC)[Ti] 3-pentadienyl-titanium